2-(N,N-dimethylaminomethyl)-phenol CN(C)CC1=C(C=CC=C1)O